1,4-bis(2-trifluoromethyl-4-maleimidophenoxy)benzene FC(C1=C(OC2=CC=C(C=C2)OC2=C(C=C(C=C2)N2C(C=CC2=O)=O)C(F)(F)F)C=CC(=C1)N1C(C=CC1=O)=O)(F)F